phosphonium monobromide salt [Br-].[PH4+]